7-(2-oxopropyl)-12-phenylisoindolo[2,1-b]isoquinolin-5(7H)-one O=C(CC1C2=CC=CC=C2C=2N1C(C1=CC=CC=C1C2C2=CC=CC=C2)=O)C